methyl 4-[6-(2-cyano-1,1-dimethyl-ethyl)-1-(2,2-dimethylpropanoyl)-5-(4-fluorophenyl)pyrrolo[2,3-f]indazol-7-yl]benzoate C(#N)CC(C)(C)C1=C(C2=C(C=C3C=NN(C3=C2)C(C(C)(C)C)=O)N1C1=CC=C(C=C1)F)C1=CC=C(C(=O)OC)C=C1